(4-((6-pentanamido-thieno[3,2-b]pyridin-7-yl)amino)butyl)carbamic acid tert-butyl ester C(C)(C)(C)OC(NCCCCNC1=C2C(=NC=C1NC(CCCC)=O)C=CS2)=O